2-[6-[4-(2-tert-butoxycarbonyl-2,6-diazaspiro[3.3]heptan-6-yl)phenyl]-4-fluoro-indazol-2-yl]-2-(6,7-dihydro-5H-pyrrolo[1,2-c]imidazol-1-yl)acetic acid C(C)(C)(C)OC(=O)N1CC2(C1)CN(C2)C2=CC=C(C=C2)C=2C=C(C1=CN(N=C1C2)C(C(=O)O)C2=C1N(C=N2)CCC1)F